C(N)(=O)C=1C(=NC(=C(N1)CC)C1CC1)NC=1C=C(CCNC([C@@H](C)N(C(OC(C)(C)C)=O)C)=O)C=CC1 tert-butyl (R)-(1-((3-((3-carbamoyl-6-cyclopropyl-5-ethylpyrazin-2-yl)amino)phenethyl)amino)-1-oxopropan-2-yl)(methyl)carbamate